C(CCC)[Si](C=1C=C(C=CC1)P(N(P(C1=C(C=CC=C1)C(F)(F)F)C1=CC(=CC=C1)[Si](CCCC)(CCCC)CCCC)C(C)C)C1=CC(=CC=C1)[Si](CCCC)(CCCC)CCCC)(CCCC)CCCC N-(bis(3-(tributylsilyl)phenyl)phosphaneyl)-N-isopropyl-1-(3-(tributylsilyl)phenyl)-1-(2-(trifluoromethyl)phenyl)phosphanamine